FC(C1=CC(=CC=2C=3N(C(=NC12)NC=1C(N=CC=CC1)=O)N=C(N3)C=3C=NN(C3)C)C)F (3R)-3-{[7-(difluoromethyl)-9-methyl-2-(1-methyl-1H-pyrazol-4-yl)[1,2,4]triazolo[1,5-c]quinazolin-5-yl]amino}azepin-2-one